N1N=NN=C1C1=C(C=C(C=C1)NC(=O)C1=CC=C2CCN(C2=C1)S(=O)(=O)C1=CC(=CC=C1)Cl)C(F)(F)F 1-(3-Chloro-benzenesulfonyl)-2,3-dihydro-1H-indole-6-carboxylic acid [4-(1H-tetrazol-5-yl)-3-trifluoromethyl-phenyl]-amide